[K].[N+](=O)([O-])C(C(=O)NN)[N+](=O)[O-] 2,2-dinitroacetohydrazide potassium salt